ClC1=NC=C(C(=N1)NC1=C(C=C(C=C1)F)NS(=O)(=O)C)Cl N-(2-((2,5-dichloropyrimidin-4-yl)amino)-5-fluorophenyl)methanesulfonamide